triethylamine phosphate P(=O)(O)(O)O.C(C)N(CC)CC